ClC=1C=C(C=C(C1CC1=CC(=C(C=C1)O)C(C)C)Cl)/C=C/C(=O)N(C)C (E)-3-(3,5-dichloro-4-(4-hydroxy-3-isopropylbenzyl)phenyl)-N,N-dimethylacrylamide